(6-(3-cyclopropyl-1H-1,2,4-triazol-1-yl)-2-azaspiro[3.3]heptan-2-yl)(6-((5-(trifluoromethyl)pyridin-2-yl)oxy)-2-azaspiro[3.3]heptan-2-yl)methanone C1(CC1)C1=NN(C=N1)C1CC2(CN(C2)C(=O)N2CC3(C2)CC(C3)OC3=NC=C(C=C3)C(F)(F)F)C1